(Z)-5-fluoro-3-(pyridin-2-ylmethylene)indolin-2-one FC=1C=C2/C(/C(NC2=CC1)=O)=C/C1=NC=CC=C1